COC1=CC(=NC=C1N1CCNCC1)N 4-methoxy-5-(piperazin-1-yl)pyridin-2-amine